CC1=C(C=NC=C1)CN1CC(CC1)(C1OCCC1)CCC1=CC=CC=C1 4-methyl-3-((3-phenethyl-3-(tetrahydrofuran-2-yl)pyrrolidin-1-yl)methyl)pyridine